NC1=NC=NN2C1=C(C=C2C=2C=C(C(=NC2)OC)C(=O)N[C@@H]2CN(C[C@@H]2F)C(=O)C2(OC(CCC2)(C)C)C)C(F)(F)F 5-[4-amino-5-(trifluoromethyl)pyrrolo[2,1-f][1,2,4]triazin-7-yl]-N-[(3R,4S)-4-fluoro-1-(2,6,6-trimethyloxane-2-carbonyl)pyrrolidin-3-yl]-2-methoxy-pyridine-3-carboxamide